aluminum methane bis(methylphosphinate) CP([O-])=O.CP([O-])=O.C.[Al+2]